(R)-1-(3-fluoro-4-(((1-(6-(6-(2-(3-fluorophenyl)pyrrolidin-1-yl)imidazo[1,2-b]pyridazin-3-yl)pyridin-2-yl)piperidin-4-yl)(methyl)amino)methyl)phenyl)dihydropyrimidine-2,4(1H,3H)-dione FC=1C=C(C=CC1CN(C)C1CCN(CC1)C1=NC(=CC=C1)C1=CN=C2N1N=C(C=C2)N2[C@H](CCC2)C2=CC(=CC=C2)F)N2C(NC(CC2)=O)=O